(R)-2-(4-(trifluoromethyl)thiazol-2-yl)but-3-yn-2-ol FC(C=1N=C(SC1)[C@@](C)(C#C)O)(F)F